FC(C(=O)O)(F)F.C(CC)NC(C1=C(C(=C(C(=C1F)F)F)F)F)=O propyl-2,3,4,5,6-pentafluorobenzamide trifluoroacetate salt